NCC[Si](OCC)(OCC)OCC (2-Aminoethyl)triethoxysilan